CC1=C2C(=CC(=C1)O2)C2=CC=CC=C2 2-methyl-6-phenyl-1,4-phenylene ether